4-bromo-2-methyl-1-(trifluoromethyl)imidazole BrC=1N=C(N(C1)C(F)(F)F)C